2,4-dimethylbutene CC(=C)CCC